BrC=1C(=C2CCN(C(C2=CC1)=O)C=1C=CC(=C(C1)NS(=O)(=O)C)OCOCCOC)C N-(5-(6-bromo-5-methyl-1-oxo-3,4-dihydroisoquinolin-2(1H)-yl)-2-((2-methoxyethoxy)methoxy)phenyl)methanesulfonamide